(S)-2-((6-((3,5-dichlorobenzyl)oxy)-3',6'-dihydro-[2,4'-bipyridin]-1'(2'H)-yl)methyl)-1-(oxetan-2-ylmethyl)-1H-benzo[d]imidazole-6-carboxylic acid ClC=1C=C(COC2=CC=CC(=N2)C=2CCN(CC2)CC2=NC3=C(N2C[C@H]2OCC2)C=C(C=C3)C(=O)O)C=C(C1)Cl